3-phenylpropylbromide C1(=CC=CC=C1)CCCBr